O1C(NC2=C1C=CC(=C2)NC2=NC(=NC=C2C)NC=2C=NC(=CC2)N2CCC(CC2)C)=O N4-(benzo[d]oxazol-2(3H)-on-5-yl)-N2-(6-(4-methylpiperidin-1-yl)pyridin-3-yl)-5-methylpyrimidine-2,4-diamine